C(C)OC1=C(C2=CC=CC=C2C=C1)CC=O 2-ethoxy-1-naphthaleneethanone